4-chlorobicyclo[4.2.0]octa-1(6),2,4-trien-3-amine ClC=1C(=CC=2CCC2C1)N